C(#N)C=1C=C(C=NC1OC(F)(F)F)NC(=O)[C@@H]1C[C@@](C2=C1C=NC=1N2N=C(C1)F)(C=1C=NN(C1)C)C (6R,8R)-N-(5-cyano-6-(trifluoromethoxy)pyridin-3-yl)-2-fluoro-8-methyl-8-(1-methyl-1H-pyrazol-4-yl)-7,8-dihydro-6H-cyclopenta[e]pyrazolo[1,5-a]pyrimidine-6-carboxamide